FC(CC(C(=O)NC1=NC=CC(=C1)C1=C(C2=NC(=CC(=C2N1)O[C@@H]1COCC1)F)C1=NC=CC=C1)C1=CC=C(C=C1)F)F 4,4-difluoro-N-{4-[5-fluoro-7-{[(3S)-oxolan-3-yl]oxy}-3-(pyridin-2-yl)-1H-pyrrolo[3,2-b]pyridin-2-yl]pyridin-2-yl}-2-(4-fluorophenyl)butanamide